N-oleyl-behenamide C(CCCCCCC\C=C/CCCCCCCC)NC(CCCCCCCCCCCCCCCCCCCCC)=O